O=C1N(C2=CC=CC=C2CC1)CC(=O)NN 2-(2-oxo-3,4-dihydroquinolin-1(2H)-yl)acetohydrazide